C(C)(C)(C)OC(=O)N1CCC(CC1)NC1=C2C=CC=NC2=C(C=C1)OCC1=CC=CC=C1 4-((8-(benzyloxy)quinolin-5-yl)amino)piperidine-1-carboxylic acid tert-butyl ester